3-(hydroxymethyl)-azetidine OCC1CNC1